The molecule is an alkene that is docosane with an unsaturation at position 1. Metabolite observed in cancer metabolism. It has a role as a human metabolite. CCCCCCCCCCCCCCCCCCCCC=C